OCC1CCC(S1)C1=NN=C(S1)NC(CC1=NC=CC=C1)=O N-(5-(5-(hydroxymethyl)tetrahydrothiophen-2-yl)-1,3,4-thiadiazol-2-yl)-2-(pyridin-2-yl)acetamide